N1C=NC(C1C#N)C#N 4,5-dihydro-1H-imidazole-4,5-dicarbonitrile